N-(3-methoxy-4-nitrophenyl)piperidin-4-amine COC=1C=C(C=CC1[N+](=O)[O-])NC1CCNCC1